C(C)(=O)C1=C(C=C(C=C1)Cl)C=1C(=NN(C(C1)=O)C(C(=O)NC1=CC=C(C(=O)O)C=C1)CC1=CC=C(C=C1)NC(=O)C1CCC1)OC 4-(2-(4-(2-acetyl-5-chlorophenyl)-3-methoxy-6-oxopyridazin-1(6H)-yl)-3-(4-(cyclobutaneformamido)phenyl)propanamido)benzoic acid